CON(C(CCC[C@H](C(=O)OCC1=CC=CC=C1)C)=O)C Benzyl (R)-6-(methoxy(methyl)amino)-2-methyl-6-oxohexanoate